propyl-1H-pyrazol C(CC)N1N=CC=C1